C(C)(C)N1CC2=NC=C(C=C2C1)NC=1C=NC(=C(N1)NC)C=1C2=C(C=NC1)N(C=N2)C 3-[(6-Isopropyl-5,7-dihydropyrrolo[3,4-b]pyridin-3-yl)amino]-5-(methylamino)-6-(3-methylimidazo[4,5-c]pyridin-7-yl)pyrazin